C1(=CC=CC=C1)CC(CC)N 1-phenyl-2-aminobutane